COC(NCC1=C(C=CC(=C1)C1=NN(C=C1)C1=C(C=C(C=C1)OC)C)C)=O ({2-methyl-5-[1-(4-methoxy-2-methylphenyl)-1H-pyrazol-3-yl]phenyl}methyl)carbamic acid methyl ester